[(2R,3S,4R,5R)-5-(4-Aminopyrrolo[2,1-f][1,2,4]triazin-7-yl)-5-cyano-3,4-dihydroxy-tetrahydrofuran-2-yl]methyl 3-hexadecylsulfanylpropyl hydrogen phosphate P(=O)(OC[C@H]1O[C@@]([C@@H]([C@@H]1O)O)(C#N)C1=CC=C2C(=NC=NN21)N)(OCCCSCCCCCCCCCCCCCCCC)O